OC=1C=C2C(CC3(C2=CC1O)CC(C1=CC(=C(C=C13)O)O)(C)C)(C)C 5,5',6,6'-tetrahydroxy-3,3,3',3'-tetramethyl-1,1'-spirobiindan